FC(COC(=O)N1[C@H](CN(CC1)CC1=C(C(=CC(=C1)Cl)NC=1OC(=NN1)CC#N)C)C)(F)F (2S)-4-[[5-chloro-3-[[5-(cyanomethyl)-1,3,4-oxadiazol-2-yl]amino]-2-methyl-phenyl]methyl]-2-methyl-piperazine-1-carboxylic acid 2,2,2-trifluoroethyl ester